C(C)N1C[C@H](CCC1)C1=C(N=NC(=C1C)C1=CC=C2C=CNC2=C1F)N [(3R)-1-ethyl-3-piperidyl]-6-(7-fluoro-1H-indol-6-yl)-5-methyl-pyridazin-3-amine